C(C)(C)(C)OC(=O)N1C2CN(CC1CC2)C2=NC=NN1C2=CC(=C1)C=1C=NN(C1)C 3-(6-(1-methyl-1H-pyrazol-4-yl)pyrrolo[2,1-f][1,2,4]triazin-4-yl)-3,8-diazabicyclo[3.2.1]octane-8-carboxylic acid tert-butyl ester